mercaptobenzoic Acid C1=CC=C(C(=C1)C(=O)O)S